CCCCC/C=C\C/C=C\C/C=C\C/C=C\C/C=C\CCC(=O)O all-cis-4,7,10,13,16-docosapentaenoic acid